C(#N)C1=CC(=C(OCC2=CC=CC(=N2)OC2CCN(CC2)CC2=NC3=C(N2C)C=C(C=C3OCC)C(=O)O)C=C1)F 2-((4-((6-((4-Cyano-2-fluorophenoxy)methyl)pyridin-2-yl)oxy)piperidin-1-yl)methyl)-4-ethoxy-1-methyl-1H-benzo[d]imidazole-6-carboxylic acid